1-hydroxy-N,N,6,6,9-pentamethyl-3-pentyl-6a,7,8,10a-tetrahydro-6H-benzo[c]chromene-2-carboxamide OC1=C2C3C(C(OC2=CC(=C1C(=O)N(C)C)CCCCC)(C)C)CCC(=C3)C